N-(5-cyclopropyl-2-nitrophenyl)-N-methylethanesulfonamide C1(CC1)C=1C=CC(=C(C1)N(S(=O)(=O)CC)C)[N+](=O)[O-]